C(C)(C)(C)OC(=O)N1N=CC(=C1)C1=CNC2=C(C=CC=C12)NC([C@@H](C1=CC(=CC=C1)OC)NC(=O)OC(C)(C)C)=O 4-{7-[(2R)-2-[(tert-butoxycarbonyl)amino]-2-(3-methoxyphenyl)acetamido]-1H-indol-3-yl}pyrazole-1-carboxylic acid tert-butyl ester